ClC1=C(C=C(C(=C1)CCl)F)C 1-chloro-5-(chloromethyl)-4-fluoro-2-methyl-benzene